N,N-diethylphenylammonium tetraphenylborate C1(=CC=CC=C1)[B-](C1=CC=CC=C1)(C1=CC=CC=C1)C1=CC=CC=C1.C(C)[NH+](CC)C1=CC=CC=C1